C(=O)C=1C=C(C=CC1)S(=O)(=O)N1CCC(CC1)NC(OC(C)(C)C)=O tert-butyl (1-((3-formylphenyl)sulfonyl)piperidin-4-yl)carbamate